CC1(COC1)CN([C@@H]1[C@@H](CCC1)OC=1C=C2CN(C(C2=CC1)=O)C1C(NC(CC1)=O)=O)CC1(COC1)C 3-(5-(((1R,2S)-2-(bis((3-methyloxetan-3-yl)methyl)amino)cyclopentyl)oxy)-1-oxoisoindolin-2-yl)piperidine-2,6-dione